BrC1=CC=C2C(NN=C(C2=C1)CN1C(C2=CC=CC=C2C1=O)=O)=O 2-[(7-bromo-4-oxo-3H-phthalazin-1-yl)methyl]isoindoline-1,3-dione